NC1=C(C(=C(C=C1)O)F)F 4-amino-2,3-difluorophenol